4-amino-3-(4-(2,4-difluorophenoxy)piperidin-1-yl)benzonitrile NC1=C(C=C(C#N)C=C1)N1CCC(CC1)OC1=C(C=C(C=C1)F)F